ClC1=CC(=C(C=C1)C=1SC(=CC1C1=NN=NN1)C1=C(C=C(C=C1)Cl)C(C)C)C(C)C 5-(2,5-bis(4-chloro-2-isopropylphenyl)thiophen-3-yl)-1H-tetrazole